CS(=O)(=O)OC1=CC=C(C=C1)C1CCN(CC1)S(=O)(=O)C 4-(1-methanesulfonylpiperidin-4-yl)phenyl methanesulfonate